NC=1N2C(N=NC1[N+](=O)[O-])=CC(=N2)CC(=O)O 2-(4-amino-3-nitropyrazolo[5,1-c][1,2,4]triazine-7-yl)acetic acid